di-tert-butyl 3,3'-(ethane-1,2-diylbis(oxy))dipropionate C(COCCC(=O)OC(C)(C)C)OCCC(=O)OC(C)(C)C